(1S,2R,5R)-N-hydroxy-8-(morpholine-4-carbonyl)-3-((6-(4-(trifluoromethoxy)-phenoxy)pyridin-3-yl)sulfonyl)-3,8-diazabicyclo[3.2.1]-octane-2-carboxamide ONC(=O)[C@H]1[C@@H]2CC[C@H](CN1S(=O)(=O)C=1C=NC(=CC1)OC1=CC=C(C=C1)OC(F)(F)F)N2C(=O)N2CCOCC2